NC1=C(C=CC(=C1)C(F)(F)F)C1=CCCCN1C(=O)OC(C)(C)C tert-butyl 6-(2-amino-4-(trifluoromethyl)phenyl)-3,4-dihydropyridine-1-carboxylate